C(C)OC(=O)C=1C(OC2=C(C1)C=C(C=C2C(C[2H])(F)F)Br)C(F)(F)F 6-bromo-8-(1,1-difluorodeuteroethyl)-2-trifluoromethyl-2H-benzopyran-3-carboxylic acid ethyl ester